3-Cyano-6-ethoxy-4-(6-fluoropyridin-3-yl)pyrazolo[1,5-a]pyridine C(#N)C=1C=NN2C1C(=CC(=C2)OCC)C=2C=NC(=CC2)F